C(Cl)(Cl)Cl.[Pd+2] palladium(II) chloroform